C(C)(C)(C)OC(=O)N1CCC2(CC1)C(C1=CC=CC(=C1C2)C)=NS(=O)C(C)(C)C 1-((tert-butylsulfinyl)imino)-4-methyl-1,3-dihydrospiro[indene-2,4'-piperidine]-1'-carboxylic acid tert-butyl ester